2-chloro-4-(cyclobutylamino)-N-(2,6-dimethoxyphenyl)pyrimidine-5-carboxamide ClC1=NC=C(C(=N1)NC1CCC1)C(=O)NC1=C(C=CC=C1OC)OC